5-cyclopropyloxypyrazin-2-amine C1(CC1)OC=1N=CC(=NC1)N